[18F]C=1C=C(C(=O)OC2=C(C(=C(C(=C2)F)F)F)F)C=C(C1)CNC(=N)N Tetrafluorophenyl 3-[18F]fluoro-5-guanidinomethylbenzoate